1,4-dibutylbutanol C(CCC)C(CCCCCCC)O